tert-butyl (R)-(2-((tert-butoxycarbonyl)oxy)-1-(4-(4-methylthiazol-5-yl)phenyl)ethyl)carbamate C(C)(C)(C)OC(=O)OC[C@@H](C1=CC=C(C=C1)C1=C(N=CS1)C)NC(OC(C)(C)C)=O